COC=1NC=C(N1)C=1N=NC=CC1 3-(2-methoxy-1H-imidazol-4-yl)-pyridazine